ClC1=NC(=CC(=C1)C=1C(=NN2C1N=C(C=C2)N2C[C@@H](OCC2)C(=O)O)C2=CC(=CC=C2)C#N)C (2R)-4-[3-(2-Chloro-6-methyl-4-pyridyl)-2-(3-cyanophenyl)pyrazolo[1,5-a]pyrimidin-5-yl]morpholine-2-carboxylic acid